6-methoxy-2-(4-methoxyphenethyl)isoindolin-1-one COC1=CC=C2CN(C(C2=C1)=O)CCC1=CC=C(C=C1)OC